1-[5-(5-chloro-2-methoxypyridin-4-yl)-1H-pyrazole-3-carbonyl]-N-[(2-methyl-1,3-dioxolan-2-yl)methyl]piperidine-4-carboxamide ClC=1C(=CC(=NC1)OC)C1=CC(=NN1)C(=O)N1CCC(CC1)C(=O)NCC1(OCCO1)C